4-amino-5-[2-[4-(azetidin-1-yl)-2,6-difluoro-phenyl]ethynyl]-7-[(1R,2S,3R,4R)-2,3-dihydroxy-4-[(sulfamoylamino)methyl]cyclopentyl]pyrrolo[2,3-d]pyrimidine NC=1C2=C(N=CN1)N(C=C2C#CC2=C(C=C(C=C2F)N2CCC2)F)[C@H]2[C@@H]([C@@H]([C@H](C2)CNS(N)(=O)=O)O)O